N-(3-(1H-[1,2,3]Triazolo[4,5-b]pyridin-6-yl)phenyl)-4-phenethoxybenzamide N1N=NC2=NC=C(C=C21)C=2C=C(C=CC2)NC(C2=CC=C(C=C2)OCCC2=CC=CC=C2)=O